6-amino-N-{2-[3-amino-4-(fluoromethyl)pyrrolidin-1-yl]-4-fluoro-5,6,7,8-tetrahydroquinolin-6-yl}-2-methylthieno[2,3-d][1,3]thiazole-5-carboxamide NC1=C(SC=2N=C(SC21)C)C(=O)NC2CC=1C(=CC(=NC1CC2)N2CC(C(C2)CF)N)F